5-(5-chloro-2-(3-ethoxy-4,5-dimethylphenylamino)pyrimidin-4-ylamino)benzo[d]oxazol-2(3H)-one ditrifluoroacetate salt FC(C(=O)O)(F)F.FC(C(=O)O)(F)F.ClC=1C(=NC(=NC1)NC1=CC(=C(C(=C1)C)C)OCC)NC=1C=CC2=C(NC(O2)=O)C1